2-[4-(1,3-benzoxazol-2-yl)-5-hydroxy-1-methyl-6-oxo-1,6-dihydropyrimidin-2-yl]-1-cyclobutyl-1H-1,3-benzodiazole-6-carboxamide O1C(=NC2=C1C=CC=C2)C=2N=C(N(C(C2O)=O)C)C2=NC1=C(N2C2CCC2)C=C(C=C1)C(=O)N